Br.NCNS(=O)(=O)C(C(=O)OCC)CC(C)C Ethyl 2-(aminomethyl-sulfamoyl)-4-methylpentanoate hydrobromide